1-chloro-2-[2-(2-fluoroethoxy)ethoxy]ethane ClCCOCCOCCF